2,3-Diethyl-5-methyl-4-tert-butoxy-phenol C(C)C1=C(C=C(C(=C1CC)OC(C)(C)C)C)O